C1(NCNC=2C=CC=3C=CN=CC3C21)=O DIHYDROPYRIMIDOISOQUINOLINONE